1,4-Bis(2-hydroperoxypropan-2-yl)benzol O(O)C(C)(C)C1=CC=C(C=C1)C(C)(C)OO